5-(hydroxymethyl)-2-methoxy-5,8-dihydro-6H-pyrano[3,4-b]pyridin-5-ol OCC1(COCC2=NC(=CC=C21)OC)O